ClC=1C=NC=C(C1C(C)OC=1C=C2C(=NNC2=CC1)C(=O)NC=1C=NN(C1)C1CN(C1)C)Cl 5-(1-(3,5-dichloropyridin-4-yl)ethoxy)-N-(1-(1-methylazetidin-3-yl)-1H-pyrazol-4-yl)-1H-indazole-3-carboxamide